BrC1=C2N(C=3C(=C(C=C(C13)NC(OC(C)(C)C)=O)Cl)Cl)CCN(C2=O)CC tert-Butyl N-(10-bromo-6,7-dichloro-2-ethyl-1-oxo-3,4-dihydropyrazino[1,2-a]indol-9-yl)carbamate